3-[(3-fluoro-2-methoxyphenyl)amino]-2-(3-{[(2S)-1-[(2E)-4-(morpholin-4-yl)but-2-enoyl]azetidin-2-yl]methoxy}pyridin-4-yl)-1H,5H,6H,7H-pyrrolo[3,2-c]pyridin-4-one FC=1C(=C(C=CC1)NC1=C(NC2=C1C(NCC2)=O)C2=C(C=NC=C2)OC[C@H]2N(CC2)C(\C=C\CN2CCOCC2)=O)OC